BrC1=CC2=C(N=CN=C2N2CCN(CC2)CC=2C=C3CN(C(C3=CC2)=O)N2C(NC(CC2)=O)=O)S1 1-(5-((4-(6-bromothieno[2,3-d]pyrimidin-4-yl)piperazin-1-yl)methyl)-1-oxoisoindolin-2-yl)dihydropyrimidine-2,4(1H,3H)-dione